BrC1=CC=C2C(=N1)N=C(O2)N[C@H]2CN(CCC2)CCCOC 5-bromo-N-[(3R)-1-(3-methoxypropyl)-3-piperidyl]oxazolo[4,5-b]pyridin-2-amine